FC1=CC=C2C(CC(OC2=C1)C1=CC=C(C=C1)OC)=O 7-Fluoro-2-(4-methoxyphenyl)chroman-4-one